O1CC(C1)NC1=C(C(=O)O)C=CC=C1 2-(oxetan-3-ylamino)benzoic acid